(S)-N-(1-(7,8-difluoro-1-methoxyisoquinolin-4-yl)ethyl)-2-methyl-N-(methyl-d3)propane-2-sulfinamide FC1=CC=C2C(=CN=C(C2=C1F)OC)C(C)N([S@@](=O)C(C)(C)C)C([2H])([2H])[2H]